ClC1=C(C=CC=C1)[C@H]1CC[C@H](N1C(C1=CC=C(C=C1)C=1C=NC=NC1)=O)C(=O)O (2S,5R)-5-(2-chlorophenyl)-1-(4-(pyrimidin-5-yl)benzoyl)pyrrolidine-2-carboxylic acid